N-(3-cyclopropyl-5-(((3R,5S)-3,5-dimethylpiperazin-1-yl)methyl)phenyl)-4-(5-phenyl-4,5-dihydro-1H-pyrazol-1-yl)thieno[3,2-d]pyrimidin-2-amine C1(CC1)C=1C=C(C=C(C1)CN1C[C@H](N[C@H](C1)C)C)NC=1N=C(C2=C(N1)C=CS2)N2N=CCC2C2=CC=CC=C2